C(C1=CC=CC=C1)NCCNCC1=CC=CC=C1 N,N2-dibenzylethane-1,2-diamine